2-(6-(3-(3-fluorophenyl)-1H-pyrazol-1-yl)-2-morpholino-9H-purin-9-yl)-1-(pyridin-2-yl)ethan-1-one FC=1C=C(C=CC1)C1=NN(C=C1)C1=C2N=CN(C2=NC(=N1)N1CCOCC1)CC(=O)C1=NC=CC=C1